COC1=CN=CC(=N1)N[C@H](C(=O)O)CCC(C)(C)C (S)-2-(6-methoxy-2-pyrazinylamino)-5,5-dimethylhexanoic acid